3-((1R,2R,3S,4R)-5-(difluoromethylene)-3-(((1-methylcyclobutyl)methyl)aminocarbonyl)bicyclo[2.2.1]hept-2-yl)-6'-fluoro-4-methoxy-[1,1'-biphenyl]-3,3'-dicarboxamide FC(=C1[C@H]2[C@@H]([C@@H]([C@@H](C1)C2)C2(CC(=CC=C2OC)C2=CC(=CC=C2F)C(=O)N)C(=O)N)C(=O)NCC2(CCC2)C)F